FC=1C=C2C=CN=C(C2=CC1)N[C@@H](C[C@@H]1CC[C@@H](CC1)C1=CC=NC2=CC=C(C=C12)F)C 6-fluoro-N-((R)-1-((cis)-4-(6-fluoroquinolin-4-yl)cyclohexyl)propan-2-yl)isoquinolin-1-amine